O1[C@@H](C=CC1)[C@@]1(CN(CC1)CC1=CC=C(C=C1)NC(C)=O)CCC1=CC=CC=C1 N-(4-(((S)-3-((S)-2,5-dihydrofuran-2-yl)-3-phenethylpyrrolidin-1-yl)methyl)phenyl)acetamide